C(C)(CC)C1=NC=CC=C1 2-(Sec-butyl)pyridine